N-(3-chloro-2-(hydroxy-methyl)-benzyl)-1-(2-((2,2-difluoro-benzo[d][1,3]dioxol-5-yl)amino)-5-methyl-pyrimidin-4-yl)-1H-imidazole-4-carboxamide ClC=1C(=C(CNC(=O)C=2N=CN(C2)C2=NC(=NC=C2C)NC2=CC3=C(OC(O3)(F)F)C=C2)C=CC1)CO